C(C)(C)OC(=O)C=1C=CN2C=C(C=C2C1)C1=NC=CC=C1 2-(pyridin-2-yl)indolizine-7-carboxylic acid isopropyl ester